N,N-Diethyl-3-Aminosulfonyl-5-butylamino-4-phenoxythiobenzamide C(C)N(C(C1=CC(=C(C(=C1)NCCCC)OC1=CC=CC=C1)S(=O)(=O)N)=S)CC